5-(2-(3,6-diazabicyclo[3.1.1]heptan-6-yl)pyridin-4-yl)-2-amino-3'-hydroxy-2',6'-dimethyl-[1,1'-biphenyl]-3-carboxamide C12CNCC(N1C1=NC=CC(=C1)C=1C=C(C(=C(C1)C1=C(C(=CC=C1C)O)C)N)C(=O)N)C2